C(C=C)(=O)N1[C@@H](C[C@H](CC1)N1C=NC=2C(=NC=3C(=C(C(=CC3C21)Cl)C2=C(C(=CC=C2)Cl)C)F)OC[C@H]2N(CCC2)C)CC#N ((2S,4S)-1-acryloyl-4-(8-chloro-7-(3-chloro-2-methylphenyl)-6-fluoro-4-(((S)-1-methylpyrrolidin-2-yl)methoxy)-1H-imidazo[4,5-c]quinolin-1-yl)piperidin-2-yl)acetonitrile